BrC1=CC=C(C2=C1NC=N2)C(=O)OC methyl 7-bromo-1H-benzo[d]imidazole-4-carboxylate